2,2-dimethyl-4H-benzo[d][1,3]dioxin-4-one CC1(OC(C2=C(O1)C=CC=C2)=O)C